6-(difluoromethoxy)-3,4-diHydronaphthalene-1(2H)-one FC(OC=1C=C2CCCC(C2=CC1)=O)F